C(CCCCCCCCC)N(C(CCCCCCCN(CCCNC(OC(C)(C)C)=O)CCCCCCCC(N(CCCCCCCCCC)CCCCCCCCCC)=O)=O)CCCCCCCCCC tert-butyl (3-(bis(8-(didecylamino)-8-oxooctyl)amino)propyl)carbamate